2-(5-(difluoromethyl)-8-oxothieno[2',3':4,5]pyrrolo[1,2-d][1,2,4]triazin-7(8H)-yl)-N-(pyrimidin-2-yl)acetamide FC(C1=NN(C(C=2N1C1=C(C2)SC=C1)=O)CC(=O)NC1=NC=CC=N1)F